2-(2-(2-(2-(Tosyloxy)ethoxy)ethoxy)ethoxy)ethyl benzoate C(C1=CC=CC=C1)(=O)OCCOCCOCCOCCOS(=O)(=O)C1=CC=C(C)C=C1